COC1=C(C=CC(=C1)[C@@H]2CC(=O)C3=C(C=C(C=C3O2)O[C@H]4[C@@H]([C@H]([C@@H]([C@H](O4)CO)O)O)O)O)O[C@H]5[C@@H]([C@](CO5)(CO)O)O The molecule is a viscumneoside that is homoeriodictyol in which the hydroxy groups at the 7 and 4' positions have been converted to the corresponding beta-D-glucopyranoside and beta-D-apiofuranoside derivatives, respectively. Found in Viscum coloratum, an evergreen hemiparasitic plant whose stems and leaves are used in traditional Chinese medicine for the treatment of rheumatism. It has a role as a plant metabolite. It is a flavanone glycoside, a beta-D-glucoside and a viscumneoside. It derives from a homoeriodictyol and a beta-D-apiose.